N'-caffeoyl-butanediamine C(\C=C\C1=CC(O)=C(O)C=C1)(=O)NC(CCC)N